CC1C(C1)C(C)O 1-(2-methylcyclopropyl)ethanol